FC=1C=C(CC2=NN=C(S2)N)C=C(C1)F 5-(3,5-difluorobenzyl)-1,3,4-thiadiazol-2-amine